C(#N)C(C(=O)NC(OCC)=O)=NNC1=CC(=C(C(=C1)Cl)OC1=CN(C(C=C1)=O)CC(C)C)Cl ethyl (2-cyano-2-(2-(3,5-dichloro-4-((1-isobutyl-6-oxo-1,6-dihydropyridin-3-yl)oxy)phenyl)hydrazono)acetyl)carbamate